(E)-3-(4-chloro-1-phenyl-1H-indol-3-yl)-2-cyanoacrylate ClC1=C2C(=CN(C2=CC=C1)C1=CC=CC=C1)/C=C(/C(=O)[O-])\C#N